C(C)O[Si](OCC)(OCC)CN1N=NC2=C1C=CC=C2 1-(triethoxysilylmethyl)benzo[d]-1,2,3-triazole